(1S*,4R*,6S*)-4-([1,1'-biphenyl]-3-ylmethyl)-6-bromo-2-oxabicyclo[2.2.1]heptane-3-one C1(=CC(=CC=C1)C[C@]12C(O[C@H]([C@H](C1)Br)C2)=O)C2=CC=CC=C2 |o1:7,10,11|